dimethylamine, potassium salt [K].CNC